OC(CN1CC2=C(N=C(N=C2)N2C(=NC=C2)C)CC1)C=1C(=C2COC(C2=CC1)=O)C 5-(1-hydroxy-2-(2-(2-methyl-1H-imidazol-1-yl)-7,8-dihydropyrido[4,3-d]pyrimidin-6(5H)-yl)ethyl)-4-methylisobenzofuran-1(3H)-one